6-(2,6-dichlorophenyl)-2-[(4-{[2-(1-methylpyrrolidin-2-yl)ethyl]amino}phenyl)amino]imidazo[1,2-a]pyrimido[5,4-e]pyrimidin-5(6H)-one ClC1=C(C(=CC=C1)Cl)N1C=2N(C3=C(C1=O)C=NC(=N3)NC3=CC=C(C=C3)NCCC3N(CCC3)C)C=CN2